1-(2-methoxypyridin-4-yl)-1H-pyrazol-4-amine COC1=NC=CC(=C1)N1N=CC(=C1)N